bromo-4-methylene-1',3'-dihydro-3H-spiro[furan-2,2'-indene]-5(4H)-one BrC1C2(CC3=CC=CC=C13)OC(C(C2)=C)=O